2-((4-(6-((4-chloro-2-fluorobenzyl)oxy)pyridin-2-yl)piperidin-1-yl)methyl)-3-methyl-7,8-dihydro-3H-[1,4]dioxino[2',3':3,4]benzo[1,2-d]imidazole-5-carboxylic acid ClC1=CC(=C(COC2=CC=CC(=N2)C2CCN(CC2)CC2=NC3=C(N2C)C=C(C2=C3OCCO2)C(=O)O)C=C1)F